CN(C1CCC(CC1)C1=CC=C(N)C=C1)C 4-(4-(dimethylamino)cyclohexyl)aniline